Methyl 2-[7-(azidomethyl)-1,3-dihydro-2-benzofuran-1-yl]acetate N(=[N+]=[N-])CC1=CC=CC2=C1C(OC2)CC(=O)OC